tert-butyl (1-((3-(1-(piperidin-4-ylmethyl)piperidin-4-yl)phenyl)-sulfonyl)piperidin-4-yl)carbamate N1CCC(CC1)CN1CCC(CC1)C=1C=C(C=CC1)S(=O)(=O)N1CCC(CC1)NC(OC(C)(C)C)=O